azabicyclo[3.1.0]hexane hydrochloride Cl.N12CCCC2C1